4-(3-(methylsulfonyl)phenyl)-1-propylpiperidine 1-oxide CS(=O)(=O)C=1C=C(C=CC1)C1CC[N+](CC1)(CCC)[O-]